Methyl (R)-3-amino-2-(((benzyloxy)carbonyl)amino)propanoate NC[C@H](C(=O)OC)NC(=O)OCC1=CC=CC=C1